2-{2-[(4-Ethoxy-4-oxobutan-2-yl)-oxy]-2-oxoethyl}-2-hydroxysuccinic acid C(C)OC(CC(C)OC(CC(C(=O)O)(CC(=O)O)O)=O)=O